FC1=C(C=C(C=C1F)F)N1N=C(C=C1)N 1-(2,3,5-trifluorophenyl)pyrazol-3-amine